C(#N)C=1C(=C(C(=O)NC2=CC=C3C=NN(C3=C2)C=2C=NN(C2)C2=NC=CC=C2)C=CC1)C(C)C 3-Cyano-2-isopropyl-N-(1-(1-(pyridin-2-yl)-1H-pyrazol-4-yl)-1H-indazol-6-yl)benzamide